Methyl 2-bromo-5-isopropylthiazole-4-carboxylate BrC=1SC(=C(N1)C(=O)OC)C(C)C